C(C1=CC=CC=C1)OC(=O)N(CC(CCCCC(C(=O)O)(C)C1=CC(=CC=C1)Br)(C)C)C 8-(((benzyloxy)carbonyl)(methyl)amino)-2-(3-bromophenyl)-2,7,7-trimethyloctanoic acid